CC1=C(C(=O)OC)C=C(C=C1)C#N methyl 2-methyl-5-cyanobenzoate